methyl 3-((2-(6-ethoxypyridin-3-yl)-8-methoxy-2,3-dihydrobenzo[b][1,4]dioxin-6-yl) methyl)-3H-imidazo[4,5-b]pyridine-6-carboxylate C(C)OC1=CC=C(C=N1)C1COC2=C(O1)C(=CC(=C2)CN2C=NC=1C2=NC=C(C1)C(=O)OC)OC